7-{2-[4-(1,2-Benzoisoxazol-3-yl)piperazin-1-yl]ethyl}-6,7-dihydro-1,7-naphthyridin-8(5H)-one O1N=C(C2=C1C=CC=C2)N2CCN(CC2)CCN2CCC=1C=CC=NC1C2=O